2-chloro-N-ethyl-4-(2,2,6,6-tetrafluoromorpholino)furo[3,2-d]pyrimidine-6-carboxamide ClC=1N=C(C2=C(N1)C=C(O2)C(=O)NCC)N2CC(OC(C2)(F)F)(F)F